1-heptadecanoyl-glycero-3-phospho-(1'-sn-glycerol) CCCCCCCCCCCCCCCCC(=O)OC[C@H](COP(=O)(O)OC[C@H](CO)O)O